NC1=NC2=C(C=C(C=C2C=N1)C1=C(C=CC=C1)F)C1CN(CC1)C(C=C)=O 1-(3-(2-amino-6-(2-fluorophenyl)quinazolin-8-yl)pyrrolidin-1-yl)prop-2-en-1-one